C(C)(C)(C)[S@](=O)N[C@@](C)(C1=CC=C(C=C1)F)C=1C=NC(=NC1)N1CCN(CC1)C(=O)OC(C)(C)C tert-butyl 4-(5-((S)-1-(((S)-tert-butylsulfinyl)amino)-1-(4-fluorophenyl)ethyl)pyrimidin-2-yl)piperazine-1-carboxylate